(2S)-3-(3-[(4-chlorophenyl)methyl]-2,6-dioxo-4-{[4-(pyridin-2-yloxy)phenyl]Amino}-3,6-dihydro-1,3,5-triazin-1(2H)-yl)-2-methyl-propionic acid ClC1=CC=C(C=C1)CN1C(N(C(N=C1NC1=CC=C(C=C1)OC1=NC=CC=C1)=O)C[C@@H](C(=O)O)C)=O